2-(2-ethoxyethoxy)ethyl 4-methylbenzene-1-sulfonate CC1=CC=C(C=C1)S(=O)(=O)OCCOCCOCC